NC1=[N+](C=C(C(=C1)S(NC1=CC=C(C=C1)Cl)(=O)=O)C)[O-] 2-amino-4-(N-(4-chlorophenyl)sulfamoyl)-5-methylpyridine 1-oxide